2-ETHYL-N-METHYL-N-(3-METHYLPHENYL)BUTANAMIDE C(C)C(C(=O)N(C1=CC(=CC=C1)C)C)CC